5-(2-((6,7-dichloronaphthalen-2-yl)amino)ethyl)-N-hydroxyisoxazole-3-carboxamide ClC=1C=C2C=CC(=CC2=CC1Cl)NCCC1=CC(=NO1)C(=O)NO